ClC=1C(=CC2=C(C=3N([C@@H](CO2)C(C)C)C=C(C(C3)=O)C(=O)O)C1)OCC1CC1 (R)-2-chloro-3-(cyclopropylmethoxy)-7-isopropyl-11-oxo-6,7-dihydro-11H-benzo[f]pyrido[1,2-d][1,4]oxazepine-10-carboxylic acid